6-(2,5-Dihydroxybenzylamino)-9-β-D-arabinofuranosylpurin OC1=C(CNC2=C3N=CN(C3=NC=N2)[C@H]2[C@@H](O)[C@H](O)[C@H](O2)CO)C=C(C=C1)O